3-(difluoromethoxy)pyridine-2-carbonitrile FC(OC=1C(=NC=CC1)C#N)F